FC=1C(=NC=C(C1)NC(CN1N=C(C=C1C)C(F)(F)F)=O)N1N=C(N=C1)C(C)(C)NC(OC(C)(C)C)=O tert-butyl (2-(1-(3-fluoro-5-(2-(5-methyl-3-(trifluoromethyl)-1H-pyrazol-1-yl)acetamido)pyridin-2-yl)-1H-1,2,4-triazol-3-yl)propan-2-yl)carbamate